C(C)(C)(C)OC(=O)C1N(C(CC1)=O)C(CNC(=O)OCC1=CC=CC=C1)=O 1-(((benzyloxy)carbonyl)glycyl)-5-oxopyrrolidine-2-carboxylic acid tert-butyl ester